(2S,3S)-3-((cyclopropylsulfonyl)amino)-2-((2-fluoro[biphenyl]-3-yl)methyl)pyrrolidine-1-carboxylic acid tert-butyl ester C(C)(C)(C)OC(=O)N1[C@H]([C@H](CC1)NS(=O)(=O)C1CC1)CC=1C(=C(C=CC1)C1=CC=CC=C1)F